NC=1N=C(C2=C(N1)NC=C2)OC2=CC=C(C=C2)NC(N[C@H](C(=O)O)CC(C2=CC=CC=C2)=O)=O (S)-2-(3-(4-((2-amino-7H-pyrrolo[2,3-d]pyrimidin-4-yl)oxy)phenyl)ureido)-4-oxo-4-phenylbutanoic acid